(3-fluoro-bicyclo[1.1.1]pentan-1-yl)methane-d2-amine FC12CC(C1)(C2)C(N)([2H])[2H]